C(C)N(C(C1=C(C=CC=C1C)F)=O)CC N,N-diethyl-2-fluoro-6-methylbenzamide